7-(bromomethyl)-5,6-difluoro-3-methyl-1H-quinoxalin-2-one BrCC1=C(C(=C2N=C(C(NC2=C1)=O)C)F)F